FC1(CCC(CC1)NC1=NN2C(C(=N1)NC)=C(C=C2)C2=CC=C1C(=N2)N(C=N1)CC(F)F)F N2-(4,4-Difluorocyclohexyl)-5-(3-(2,2-difluoroethyl)-3H-imidazo[4,5-b]pyridin-5-yl)-N4-methylpyrrolo[2,1-f][1,2,4]triazine-2,4-diamine